Methyl 2-fluoro-6-[1-[6-methyl-2-(1-methylindazol-3-yl)-4-oxo-chromen-8-yl]ethylamino]benzoate FC1=C(C(=O)OC)C(=CC=C1)NC(C)C=1C=C(C=C2C(C=C(OC12)C1=NN(C2=CC=CC=C12)C)=O)C